2-chloro-6-cyclopropylnicotinic acid ethyl ester C(C)OC(C1=C(N=C(C=C1)C1CC1)Cl)=O